FC1=C(C=CC(=C1)F)NC=1SC2=C(N1)CC[C@@]1([C@H]3CC[C@]/4([C@H]([C@@H]3CC=C12)CC\C4=N/O)C)C (5aR,5bS,7aS,10aS,10bR,E)-2-((2,4-difluorophenyl)amino)-5a,7a-dimethyl-4,5,5a,5b,6,7,7a,9,10,10a,10b,11-dodecahydro-8H-cyclopenta[7,8]phenanthro[2,1-d]thiazol-8-one oxime